N1(CCCC1)CC1=C(CC2(C(C=NC3=CC=CC=C23)N)N)C=CC=C1 4-(2-(pyrrolidin-1-ylmethyl)benzyl)quinoline-3,4-diamine